Dimethyl 2-oxoadipate O=C(C(=O)OC)CCCC(=O)OC